[SH4]1CCC=NC2=C1C=CC=C2 2,3-dihydro-1lambda6,5-benzothiazepine